1-Hydroxycyclopropylcarboxylic acid OC1(CC1)C(=O)O